ClC1=CC=C(S1)C(C(=O)OCC)C ethyl 2-(5-chloro-2-thienyl)propanoate